O[C@@H]1CC[C@H](CC1)N1C2=NC(=NC=C2NC1=O)C1=CC(=CC=C1)O 9-(trans-4-Hydroxycyclohexyl)-2-(3-hydroxyphenyl)-8-oxo-8,9-dihydro-7H-purine